C[Si](CCOCN1C=CC2=CC(=CC=C12)C=1C=C(C(=O)O)C=CC1)(C)C 3-(1-((2-(trimethylsilyl)ethoxy)methyl)-1H-indol-5-yl)benzoic acid